(R)-7-(5-methoxy-2-methyl-4-((6-(3-phenylisoxazolidin-2-yl)pyrimidin-4-yl)amino)phenyl)-N,N-dimethyl-7-azaspiro[3.5]nonan-2-amine COC=1C(=CC(=C(C1)N1CCC2(CC(C2)N(C)C)CC1)C)NC1=NC=NC(=C1)N1OCC[C@@H]1C1=CC=CC=C1